6-chloro-4-(4-(4-cyanophenoxy)piperidin-1-yl)-1-methyl-2-oxo-1,2-dihydro-1,5-naphthyridine-3-carbonitrile ClC=1N=C2C(=C(C(N(C2=CC1)C)=O)C#N)N1CCC(CC1)OC1=CC=C(C=C1)C#N